methyl 1-[5-[2-(2-amino-3-pyridyl)-5-phenyl-imidazo[4,5-b]pyridin-3-yl]-2-pyridyl]pyrrolidine-3-carboxylate NC1=NC=CC=C1C1=NC=2C(=NC(=CC2)C2=CC=CC=C2)N1C=1C=CC(=NC1)N1CC(CC1)C(=O)OC